O1C=CC2=C1C1=CC=C(C=C1C=C2)C2=NC(=NC=N2)C2=CC=CC=C2 Naphtho[2,1-d]Furan-7-yl-6-phenyl-1,3,5-triazine